C(C)(=O)N1CCN(CC1)CC(N1C(C=CC(=C1)Cl)=C=O)C1=CN=C(S1)NC(OC(C)(C)C)=O tert-butyl (5-(2-(4-acetylpiperazin-1-yl)-1-(5-chloro-2-carbonylpyridin-1(2H)-yl)ethyl)thiazol-2-yl)carbamate